2-(3-fluorophenyl)-5-phenyl-furan FC=1C=C(C=CC1)C=1OC(=CC1)C1=CC=CC=C1